disuccinate trisodium salt [Na+].[Na+].[Na+].C(CCC(=O)[O-])(=O)[O-].C(CCC(=O)O)(=O)[O-]